N[C@@H](CNC(OC(C)(C)C)=O)C(F)(F)F tert-butyl (S)-(2-amino-3,3,3-trifluoropropyl)carbamate